Cl.Cl.CN(S(=O)(=O)C1=CC=C2C(CN(C2=C1)C(CN1[C@H](CN[C@@H](C1)C)COC)=O)(C)C)C 1-[2-((2R,5R)-2-Methoxymethyl-5-methyl-piperazin-1-yl)-acetyl]-3,3-dimethyl-2,3-dihydro-1H-indole-6-sulfonic acid dimethyl-amide dihydrochloride salt